2-[2-[2-[2-[2-[2-(2,6-dioxo-3-piperidyl)-1,3-dioxo-isoindolin-4-yl]oxyethoxy]ethoxy]ethoxy]ethoxy]acetic acid O=C1NC(CCC1N1C(C2=CC=CC(=C2C1=O)OCCOCCOCCOCCOCC(=O)O)=O)=O